N1CC(C1)C#CC1=C2CN(C(C2=CC=C1)=O)C1C(NC(CC1)=O)=O 3-{4-[2-(azetidin-3-yl)ethynyl]-1-oxo-3H-isoindol-2-yl}piperidine-2,6-dione